5-({5-[2-Fluoro(1,1,2,2-2H4)ethoxy]pyridin-2-yl}methoxy)-2-(1-methyl-6-oxo-1,6-dihydropyridazin-3-yl)-2,3-dihydro-1H-isoindol-1-one FC(C(OC=1C=CC(=NC1)COC=1C=C2CN(C(C2=CC1)=O)C1=NN(C(C=C1)=O)C)([2H])[2H])([2H])[2H]